4-mono(α,α-dimethylbenzyl)phenyl ether CC(C1=CC=CC=C1)(C)C1=CC=C(C=C1)OC1=CC=C(C=C1)C(C1=CC=CC=C1)(C)C